4-fluoro-3-(1-(tetrahydro-2H-pyran-2-yl)-1H-pyrazol-5-yl)-2-(4-((tetrahydro-1H-pyran-2-yl)oxy)butyl)-1-naphthacene-carbonitrile FC1=C(C(=C(C2=CC3=CC4=CC=CC=C4C=C3C=C12)C#N)CCCCOC1OCCCC1)C1=CC=NN1C1OCCCC1